C1(=CC=CC=C1)S(=O)(=O)NC=1SC2=C(N1)C=C(C=C2)NC(NC=2C=C(C(=O)OC)C=CC2)=O Methyl 3-(3-(2-(phenylsulfonamido)benzo[d]thiazol-5-yl)ureido)benzoate